6-[2,2-difluoroethyl-[4-oxo-4-[4-[5-(trifluoromethyl)pyrimidin-2-yl]piperazin-1-yl]butyl]amino]-4-(trifluoromethyl)-2-(2-trimethylsilylethoxymethyl)pyridazin-3-one FC(CN(C=1C=C(C(N(N1)COCC[Si](C)(C)C)=O)C(F)(F)F)CCCC(N1CCN(CC1)C1=NC=C(C=N1)C(F)(F)F)=O)F